di-isooctyl-4-cyclohexene-1,2-dicarboxylic acid C(CCCCC(C)C)C1=C(CC(C(C1)C(=O)O)C(=O)O)CCCCCC(C)C